OC(C(C(C(C(C(C(=O)N)(O)O)(O)O)(O)O)(O)O)(O)O)(CCCCCCCCCCC)O dodecahydroxystearamide